Cl.NC1=NC=CC(=C1Cl)[S-] 2-amino-3-chloropyridine-4-thiolate hydrochloride